5-methylsulfanyl-thieno[3,2-b]pyridine-2-carboxylic acid CSC1=CC=C2C(=N1)C=C(S2)C(=O)O